FC=1C=CC(=NC1)[C@@H]1CC[C@H]2OC3(C(N21)=O)CC(C3)O (5'S,7a'R)-5'-(5-fluoropyridin-2-yl)-3-hydroxytetrahydro-3'H-spiro[cyclobutane-1,2'-pyrrolo[2,1-b]oxazol]-3'-one